tricyclo[4.3.0.03,8]nonane C12CC3CCC2CC3C1